3-(7-methyl-1-oxo-4-(trifluoromethoxy)isoindolin-2-yl)piperidine-2,6-dione CC=1C=CC(=C2CN(C(C12)=O)C1C(NC(CC1)=O)=O)OC(F)(F)F